(3S,4S)-4-(5-chloro-1-methyl-pyrazol-4-yl)-N-(2-chloro-3-thienyl)-1-methyl-2-oxo-pyrrolidine-3-carboxamide ClC1=C(C=NN1C)[C@@H]1[C@H](C(N(C1)C)=O)C(=O)NC1=C(SC=C1)Cl